C(CCCCC)(=O)N[C@@H](CCC(N)=O)C(=O)O N-hexanoyl-Glutamine